N'-[5-(Acetyl-hydroxy-amino)pentyl]-N-[5-[3-(5-aminopentyl-hydroxy-carbamoyl)propanoylamino]pentyl]-N-hydroxy-butanediamide C(C)(=O)N(CCCCCNC(CCC(=O)N(O)CCCCCNC(CCC(N(O)CCCCCN)=O)=O)=O)O